N-(4-cyano-2-(trifluoromethyl)benzyl)-1-(furan-2-ylmethyl)piperidine-4-carboxamide C(#N)C1=CC(=C(CNC(=O)C2CCN(CC2)CC=2OC=CC2)C=C1)C(F)(F)F